NCCC=1CCC(=CC1)O [3H]-Tyramine